P(=O)(OC[C@@H]1O[C@H]([C@@H](C1)OC)N1C(NC(C=C1)=O)=O)(OCCCC)O.[Co] cobalt ((2R,3R,4R,5R)-5-(2,4-dioxopyrimidin-1(2H)-yl)-4-methoxy-tetrahydrofuran-2-yl)-methyl butyl hydrogen phosphate